ClCCN(CC1=CC(=CC(=C1)OC)F)CCCl 2-chloro-N-(2-chloroethyl)-N-(3-fluoro-5-methoxybenzyl)ethan-1-amine